CC1=C(N=C2N(C1=O)C=C(C=C2[C@@H](C)NC2=C(C(=O)O)C=CC=C2)C)N2CCC1(CCOC1)CC2 (R)-2-((1-(3,7-dimethyl-4-oxo-2-(2-oxa-8-azaspiro[4.5]decan-8-yl)-4H-pyrido[1,2-a]pyrimidin-9-yl)ethyl)amino)benzoic acid